2,3-dihydrobenzo[b][1,4]oxazepin-4(5H)-one hydrochloride Cl.O1C2=C(NC(CC1)=O)C=CC=C2